(2S,5aS,14aS)-2-hydroxy-1,2,3,5a,6,11,12,14a-octahydro-5H,14H-pyrrolo[1'',2'':4',5']pyrazino[1',2':1,6]pyrido[3,4-b]indole-5,14-dione O[C@H]1C[C@@H]2N(C([C@@H]3CC4=C(NC5=CC=CC=C45)CN3C2=O)=O)C1